(S)-3-((S)-2-(hydroxymethyl)-8-oxo-3,4,6,8-tetrahydro-[1,4]oxazino[2,3-f]isoindol-7(2H)-yl)piperidine-2,6-dione OC[C@@H]1CNC=2C(=CC=3C(N(CC3C2)[C@@H]2C(NC(CC2)=O)=O)=O)O1